C(C(C)C)C1=CC=C(C=C1)C(C(=O)[O-])C 2-(p-isobutylphenyl)propionate